BrCCCCCCCC(=O)OC(CCCCCCCC)CCCCCCCF 1-(7-fluoroheptyl)nonyl 8-bromooctanoate